FC(C(Cl)(Cl)Cl)(F)F 1,1,1-trifluorotrichloroethane